N1=C(C=CC=C1)C=1N=C(SC1C#N)NC1=NC=CC(=C1)C(F)(F)F 4-(pyridin-2-yl)-2-(4-(trifluoromethyl)pyridin-2-ylamino)thiazole-5-carbonitrile